2-(1-(difluoromethyl)-1H-pyrazol-4-yl)-1-tosyl-1H-pyrrolo[2,3-b]Pyridine hydrochloride Cl.FC(N1N=CC(=C1)C1=CC=2C(=NC=CC2)N1S(=O)(=O)C1=CC=C(C)C=C1)F